5-(3-(4-(4-(4-amino-3-(4-(2-fluoro-3-methoxyphenoxy)phenyl)-1H-pyrazolo[3,4-d]pyrimidin-1-yl)cyclohexyl)piperazin-1-yl)azetidin-1-yl)picolinic acid methyl ester COC(C1=NC=C(C=C1)N1CC(C1)N1CCN(CC1)C1CCC(CC1)N1N=C(C=2C1=NC=NC2N)C2=CC=C(C=C2)OC2=C(C(=CC=C2)OC)F)=O